(R)-N-(8-fluorochroman-4-yl)-2-(piperazin-1-yl)benzo[d]thiazole-6-carboxamide FC=1C=CC=C2[C@@H](CCOC12)NC(=O)C1=CC2=C(N=C(S2)N2CCNCC2)C=C1